CCCCCCCCCCCC(CCCCCCCC)OC(=O)CCCCCC(C)(C)C Octyldodecyl Neodecanoate